α-Amino-3-hydroxy-5-methyl-4-isoxazolepropionic acid hydrobromide Br.NC(C(=O)O)CC=1C(=NOC1C)O